BrC1=CC=C(C=C1)C(C#C)=O 1-(4-bromophenyl)prop-2-yn-1-one